N-ethyl-N,N,N-tributylammonium C(C)[N+](CCCC)(CCCC)CCCC